4-((2-hydrazinopyrimidin-5-yl)methyl)morpholine N(N)C1=NC=C(C=N1)CN1CCOCC1